CC1=NC=CC(=N1)NC1=CC(=NC=N1)NC1=C(C(=O)N)C=CC=C1 2-((6-((2-methylpyrimidin-4-yl)amino)pyrimidin-4-yl)amino)benzamide